1-(3-((3-(4-chlorobenzyl)-4-methyl-2-oxo-2H-chromen-7-yl)oxy)-2-hydroxypropyl)piperidine-4-carboxamide ClC1=CC=C(CC=2C(OC3=CC(=CC=C3C2C)OCC(CN2CCC(CC2)C(=O)N)O)=O)C=C1